OC1=C(C=C(C=C1)C1(C(N(C2=CC=CC=C12)C1=CC=CC=C1)=O)C1=CC(=C(C=C1)O)C1=CC(=CC=C1)C)C1=CC(=CC=C1)C 3,3-bis(4-hydroxy-3-(3-methylphenyl)phenyl)-1-phenyl-1H-indol-2-one